ClC1=CC=C(C=C1)C1=CC2=C(N=CN(C2=O)C(CNS(=O)(=O)C)C)C(=N1)C=1C=NC=CC1 N-(2-(6-(4-chlorophenyl)-4-oxo-8-(pyridin-3-yl)pyrido[3,4-d]pyrimidin-3(4H)-yl)propyl)methanesulfonamide